[18F]C1=CC=C(C=C1)O 4-[18F]Fluorophenol